5-{6-azaspiro[2.5]octan-6-yl}-7-bromo-3-methyl-1,3-benzodiazole-4-carboxylic acid C1CC12CCN(CC2)C2=C(C1=C(N=CN1C)C(=C2)Br)C(=O)O